tert-butyl N-[(1r,3r)-3-fluorocyclobutyl]-N-{1-[6-(trimethylstannyl)-1,5-naphthyridin-2-yl]pyrrolidin-3-yl}carbamate FC1CC(C1)N(C(OC(C)(C)C)=O)C1CN(CC1)C1=NC2=CC=C(N=C2C=C1)[Sn](C)(C)C